(2-ethyl-2H-indazol-3-yl)(4-methoxyphenyl)methanol C(C)N1N=C2C=CC=CC2=C1C(O)C1=CC=C(C=C1)OC